5-(3-hydroxyphenyl)-5,7-dihydro-2H-imidazo[4',5':4,5]benzo[1,2-d]oxazole-2,6(3H)-dione OC=1C=C(C=CC1)N1C(NC2=CC3=C(NC(O3)=O)C=C21)=O